1-butyl-2-methyl-3-methylimidazole bromine salt [Br].C(CCC)N1C(N(C=C1)C)C